3-(4-isopropylcyclohex-1-en-1-yl)propanoic acid C(C)(C)C1CC=C(CC1)CCC(=O)O